FC=1C=C(C=CC1OC1=CC=NC2=CC(=CN=C12)OC)NC(=O)C=1C(=NC(=C(C1O)C1=CC=C(C=C1)F)C)C N-[3-fluoro-4-[(7-methoxy-1,5-naphthyridin-4-yl)oxy]phenyl]-5-(4-fluorophenyl)-4-hydroxy-2,6-dimethylpyridine-3-carboxamide